BrC=1C=C(OCC2OC2)C=CC1Cl 2-((3-bromo-4-chlorophenoxy)methyl)oxirane